ClC[C@@H](COC1=C(C=C(C=C1)C(C)(C)C1=CC=C(C=C1)OC[C@H](CN1CCOCC1)O)Cl)O (R)-1-chloro-3-(2-chloro-4-(2-(4-((S)-2-hydroxy-3-morpholinopropoxy)phenyl)propan-2-yl)phenoxy)propan-2-ol